BrC1=CC=C2OC=3C=CC=4C(N(C(C5=CC=C(C3C45)C2=C1)=O)CC(=O)O)=O 2-(9-bromo-1,3-dioxo-1H-xantheno[2,1,9-def]isoquinolin-2(3H)-yl)acetic acid